C(CCCCCCCCCCCCCCCCCCCC)(=O)OCC(OC(CCCCCCCCCCCCCC)=O)COP(=O)(O)OC[C@H](N)C(=O)O 1-heneicosanoyl-2-pentadecanoyl-glycero-3-phosphoserine